2-[1-[(2R)-2-[[(2S)-1-hydroxypropan-2-yl]oxy]-2-phenylethyl]-5-methyl-6-(1,3-oxazol-2-yl)-2,4-dioxo-1H,2H,3H,4H-thieno[2,3-d]pyrimidin-3-yl]-2-methylpropanoic acid OC[C@H](C)O[C@@H](CN1C(N(C(C2=C1SC(=C2C)C=2OC=CN2)=O)C(C(=O)O)(C)C)=O)C2=CC=CC=C2